[4-[4-[(4R)-3,3-difluoro-4-piperidinyl]piperazin-1-yl]-3-methyl-2-oxo-imidazo[4,5-c]pyridin-1-yl]piperidine-2,6-dione FC1(CNCC[C@H]1N1CCN(CC1)C1=NC=CC2=C1N(C(N2N2C(CCCC2=O)=O)=O)C)F